tert-butyl (S)-6-formyl-5-azaspiro[2.4]heptane-5-carboxylate C(=O)[C@H]1N(CC2(CC2)C1)C(=O)OC(C)(C)C